NC1=C(C(=O)OC)C=CC(=C1)OC(C)CC methyl 2-amino-4-(sec-butoxy)benzoate